ClC1=CC(=C2C(=N1)N(C(=N2)\C=C\OC)C)N2CCOCC2 (E)-4-(5-chloro-2-(2-methoxyvinyl)-3-methyl-3H-imidazo[4,5-b]pyridin-7-yl)morpholine